ClC1=CC(=C(COC2=CC=CC(=N2)C2=C(C=C(CC3=NC=4C(=NC(=CC4)C(=O)O)N3CC3OCC3)C=C2)F)C=C1)F 2-(4-(6-((4-chloro-2-fluorobenzyl)oxy)pyridin-2-yl)-3-fluorobenzyl)-3-(oxetan-2-ylmethyl)-3H-imidazo[4,5-b]pyridine-5-carboxylic acid